2-vinyl-propane-1,3-diol C(=C)C(CO)CO